(Z)-3-(1-phenylpent-1-enyl)aniline C1(=CC=CC=C1)/C(=C/CCC)/C=1C=C(N)C=CC1